methyl (((2-benzylcyclopentyl)oxy)carbonyl)-L-leucinate C(C1=CC=CC=C1)C1C(CCC1)OC(=O)N[C@@H](CC(C)C)C(=O)OC